C(#N)C=1C=C(C(=NC1OC)NS(=O)(=O)C1=CNC2=C1C=CC=1C=CNC21)F N-(5-cyano-3-fluoro-6-methoxypyridin-2-yl)-1,8-dihydropyrrolo[3,2-g]indole-3-sulfonamide